tert-Butyl-[3-(hydroxymethyl)-1,5,9-trioxaspiro[5.5]undecan-3-yl]carbamat C(C)(C)(C)OC(NC1(COC2(OC1)CCOCC2)CO)=O